FC(C=1C(=CNC(C1)=O)C(=O)NC1=C(C=C(C(=C1)C=1C=NC(=CC1)N1C[C@H](O[C@H](C1)C)C)F)N1C[C@@H](N(CC1)C)C)F |r| 4-(difluoromethyl)-N-[4-fluoro-5-[6-[rac-(2R,6S)-2,6-dimethylmorpholin-4-yl]pyridin-3-yl]-2-[rac-(3S)-3,4-dimethylpiperazin-1-yl]phenyl]-6-oxo-1H-pyridine-3-carboxamide